BrC1=C(C=CC2=CC=CC=C12)N(P(NC1CCCCC1)(O)=O)C1CCCCC1 (1-bromonaphthalen-2-yl)-N,N'-dicyclohexylphosphoric acid diamide